C(C1=CC=CC=C1)[C@](C(=O)OC(CNC(C)C)COC1=CC=C(C=C1)COCCOC(C)C)(C)[C@H]1N(C([C@@H]1[C@H](C)O)=O)[Si](C)(C)C(C)(C)C 1-(propan-2-ylamino)-3-[4-(2-propan-2-yloxyethoxymethyl)phenoxy]propan-2-ol Benzyl-(R)-2-((2S,3S)-1-(tert-butyldimethylsilyl)-3-((S)-1-hydroxyethyl)-4-oxoazetidin-2-yl)propanoate